(S)-4-(2-amino-3-oxo-3-(pentan-3-yloxy) propyl)-1,2-phenylene bis(2-methylpropionate) CC(C(=O)OC1=C(C=C(C=C1)C[C@@H](C(OC(CC)CC)=O)N)OC(C(C)C)=O)C